methoxymethoxy-(1,1'-binaphthyl) COCOC1=C(C2=CC=CC=C2C=C1)C1=CC=CC2=CC=CC=C12